N1=CN=CC(=C1)CC1=CC=CC=2NC3=C(NCC21)C=C(C=C3)C(=O)N (pyrimidin-5-ylmethyl)-10,11-dihydro-5H-dibenzo[b,e][1,4]diazepine-8-carboxamide